C1(=CC=CC=2C3=CC=CC=C3C3=CC=CC=C3C12)C1=C(C=CC=C1)C1=NC=CC=C1 [(triphenylenyl)phenyl]pyridine